ClC1=CC(=C(C=C1Cl)NC(=O)N1C2CCC1CC=1C(=NC=CC12)F)OC (±)-N-(4,5-dichloro-2-methoxyphenyl)-1-fluoro-6,7,8,9-tetrahydro-5H-5,8-epimino-cyclohepta[c]pyridine-10-carboxamide